N-(2-(4,4-difluoropiperidin-1-yl)-6-methylpyridin-4-yl)-4-((1-hydroxy-2-methylpropan-2-yl)thio)-2-(6-azaspiro[2.5]oct-6-yl)benzamide FC1(CCN(CC1)C1=NC(=CC(=C1)NC(C1=C(C=C(C=C1)SC(CO)(C)C)N1CCC2(CC2)CC1)=O)C)F